4-(hydroxydimethylsilyl)benzoic acid O[Si](C1=CC=C(C(=O)O)C=C1)(C)C